2,3-Dimethylbuta-1,3-dien CC(=C)C(=C)C